OC(CN1C=NC2=C(C1=O)C=C(N=C2C=2C=NC=CC2)C=2C=NC(=CC2)C(F)(F)F)(C)C 3-(2-Hydroxy-2-methylpropyl)-8-(pyridin-3-yl)-6-(6-(trifluoromethyl)pyridin-3-yl)pyrido[3,4-d]pyrimidin-4(3H)-one